COC(C1=CC(=CC=C1)COC1=CC=C(C=C1)C1=NC2=C(C=CC=C2C=N1)Cl)=O 3-((4-(8-chloroquinazolin-2-yl)phenoxy)methyl)benzoic acid methyl ester